FC1=CC=C(C=C1)C=1NC(=CC1CCC(=O)N[C@H]1C(NC[C@@H]1O)=O)C1=CC=C(C=C1)F 3-(2,5-bis(4-fluorophenyl)-1H-pyrrol-3-yl)-N-((3R,4S)-4-hydroxy-2-oxopyrrolidin-3-yl)propanamide